7-hydroxy-1-methyl-1,3,4,5-tetrahydro-2H-benzo[d]azepin-2-one OC1=CC2=C(C(C(NCC2)=O)C)C=C1